CC(CCCCCCCCC(CO)O)CCCCCC 11-methyl-heptadecane-1,2-diol